O=C1N(C(CC1)=O)OC(CCCCCNC)=O {6-[(2,5-dioxopyrrolidin-1-yl)oxy]-6-oxohexyl}-N-methylamine